3,5-di(behenyl)benzyl-amine C(CCCCCCCCCCCCCCCCCCCCC)C=1C=C(CN)C=C(C1)CCCCCCCCCCCCCCCCCCCCCC